2,4,6-trimethylbenzoyl-phenyl-lithium phosphonate P(O)(O)=O.CC1=C(C(=O)C2=C(C=CC=C2)[Li])C(=CC(=C1)C)C